N,N-dibenzyl-ethylamine C(C1=CC=CC=C1)N(CC1=CC=CC=C1)CC